N-(4-(2-((cyclopropylmethyl)(methyl)amino)-ethoxy)-3-(3,5-dimethylisoxazol-4-yl)phenyl)cyclopropanecarboxamide C1(CC1)CN(CCOC1=C(C=C(C=C1)NC(=O)C1CC1)C=1C(=NOC1C)C)C